[Li].OC=C1C(CC(CC1=O)C1=CC=CC=C1)=O 2-(hydroxymethylene)-5-phenylcyclohexane-1,3-dione lithium salt